Isostearic amide C(CCCCCCCCCCCCCCC(C)C)(=O)N